Cl.NCC=1C=NC(=NC1)C#N 5-(aminomethyl)pyrimidine-2-carbonitrile hydrochloride